1,2-phenylen-bis-maleimide C1(=C(C=CC=C1)C=1C(=O)NC(C1)=O)C=1C(=O)NC(C1)=O